methyl-2-(4-methoxyphenoxy)-2-methylpropanoic acid CCC(C(=O)O)(C)OC1=CC=C(C=C1)OC